CS(=O)(=O)N1CCC2=CC=C(C=C12)C(=O)N 1-(methylsulfonyl)indoline-6-carboxamide